COC=1C=C2C=C(C=NC2=CC1)N([C@@H]1CN(CC1)CC(=O)N1[C@@H](CCC1)C#N)C (S)-1-(2-((S)-3-((6-Methoxychinolin-3-yl)(methyl)amino)pyrrolidin-1-yl)acetyl)pyrrolidin-2-carbonitril